sulfosuccinic acid bis(2-ethylhexyl) ester sodium salt [Na+].C(C)C(COC(C(CC(=O)OCC(CCCC)CC)S(=O)(=O)[O-])=O)CCCC